Methyl 2-((tert-butoxycarbonyl)amino)-7-((2',3',5'-trifluoro-[1,1'-biphenyl]-2-yl)oxy)-1,2,3,4-tetrahydronaphthalene-2-carboxylate C(C)(C)(C)OC(=O)NC1(CC2=CC(=CC=C2CC1)OC1=C(C=CC=C1)C1=C(C(=CC(=C1)F)F)F)C(=O)OC